3-(5-((8-(2-(5-((4-([1,1'-biphenyl]-3-yl)-5-chloropyrimidin-2-yl)amino)pyridin-3-yl)-1-oxo-2,8-diazaspiro[4.5]decan-8-yl)octyl)oxy)-1-oxoisoindolin-2-yl)piperidine-2,6-dione C1(=CC(=CC=C1)C1=NC(=NC=C1Cl)NC=1C=C(C=NC1)N1C(C2(CC1)CCN(CC2)CCCCCCCCOC=2C=C1CN(C(C1=CC2)=O)C2C(NC(CC2)=O)=O)=O)C2=CC=CC=C2